C(CCCCCCCCCCCCCCCCCCCCCCCCCC(C)C)NC(=O)N isononacosyl-urea